tert-butyl (R)-3-(6-(1-(tert-butoxycarbonyl)-3-methyl-1H-pyrrolo[2,3-b]pyridin-5-yl)-2-(methylsulfonyl)-1,2,3,4-tetrahydroisoquinolin-8-yl)morpholine-4-carboxylate C(C)(C)(C)OC(=O)N1C=C(C=2C1=NC=C(C2)C=2C=C1CCN(CC1=C(C2)[C@H]2N(CCOC2)C(=O)OC(C)(C)C)S(=O)(=O)C)C